N(=C=S)C1=CC=C(C=C1)CC1N(CCN(CCN(C1)CC(=O)O)CC(=O)O)CC(=O)O 2-[(4-isothiocyanatophenyl)methyl]-1,4,7-triazacyclononane-1,4,7-triacetic acid